C1CC2C3CCC(C3)C2C1 endo-tricyclo[5.2.1.0(2,6)]decane